N1=CC(=CC2=CC=CC=C12)C[C@H](N)C(=O)O 3-(3-quinolinyl)-L-alanine